[2-[(5-methyl-6,7-dihydro-4H-thiazolo[5,4-c]pyridin-2-yl)methylcarbamoyl]indan-2-yl]acetic acid CN1CC2=C(CC1)N=C(S2)CNC(=O)C2(CC1=CC=CC=C1C2)CC(=O)O